FC(C=1N=CC2=CC=C(C=C2C1)[C@@H]1C(C1)C=1C=2N(N=C(C1)C=1C(NC(NC1)=O)=O)C=CN2)(F)F 5-(8-((2S,2S)-2-(3-(trifluoromethyl)isoquinolin-6-yl)cyclopropyl)imidazo[1,2-b]pyridazin-6-yl)pyrimidine-2,4(1H,3H)-dione